tert-butyl 3-(tert-butyldimethylsilyloxy)-2-oxopropylcarbamate [Si](C)(C)(C(C)(C)C)OCC(CNC(OC(C)(C)C)=O)=O